C[C@@H]1N(CCNC1)C1=CC=CC=N1 6-((S)-2-methylpiperazin-1-yl)pyridine